3-methyl-2-(N-methyl-3-(methylamino)propanamido)butanamide CC(C(C(=O)N)N(C(CCNC)=O)C)C